C(C)(C)(C)OC(=O)N1[C@H]2CN(C[C@@H]1CC2)C2=NC(=NC(=C2C#N)\C=C\C2=CC=CC1=CC=CC=C21)SC (1R,5S)-3-(5-cyano-2-(methylsulfanyl)-6-((E)-2-(naphthalen-1-yl)vinyl)pyrimidin-4-yl)-3,8-diazabicyclo[3.2.1]octane-8-carboxylic acid tert-butyl ester